tert-butyl 4-(4-methylphenyl)sulfonyloxypiperidine-1-carboxylate CC1=CC=C(C=C1)S(=O)(=O)OC1CCN(CC1)C(=O)OC(C)(C)C